COC(C1=CC=C(C(=C1)F)OC(F)F)=O 4-(difluoromethoxy)-5-fluorobenzoic acid methyl ester